ClC1=CC=C(C=C1)OC(C(C(C)=O)C)=O Methyl-3-oxobutanoic acid p-chlorophenyl ester